CN1N=C(C(=C1)S(=O)(=O)NC(C1=C(N=C(C=C1)N1N=C(C=C1)O)N1C(C[C@@H](C1)C)(C)C)=O)C (S)-N-((1,3-dimethyl-1H-pyrazol-4-yl)sulfonyl)-6-(3-hydroxy-1H-pyrazol-1-yl)-2-(2,2,4-trimethylpyrrolidin-1-yl)nicotinamide